N-(4-(5-methoxy-1H-benzo[d][1,2,3]triazol-1-yl)-3-methylbenzyl)sulfamide COC1=CC2=C(N(N=N2)C2=C(C=C(CNS(=O)(=O)N)C=C2)C)C=C1